CNC(=O)CN1CCC(CC1)OC2=C(C=C3C(=C2)C(=NC=N3)NC4=C(C(=CC=C4)Cl)F)OC The molecule is a member of the class of quinazolines that is 4-amino-7-methoxyquinazoline in which the amino group has been substituted by a 3-chloro-2-fluorophenyl group and in which position 6 of the quinoline ring has been substituted by a {1-[2-(methylamino)-2-oxoethyl]piperidin-4-yl}oxy group. Sapitinib is a dual tyrosine kinase inhibitor (TKI) of epithelial growth factor receptors (EGFR) HER2 and HER3. It has a role as an epidermal growth factor receptor antagonist and an EC 2.7.10.1 (receptor protein-tyrosine kinase) inhibitor. It is a member of quinazolines, a member of piperidines, a member of monofluorobenzenes, a member of monochlorobenzenes, an aromatic ether, a secondary amino compound and a tertiary amino compound.